ethyl 5-(3,4-difluorobenzyl)-4H-1,2,4-triazole-3-carboxylate FC=1C=C(CC=2NC(=NN2)C(=O)OCC)C=CC1F